tert-butyl 3-methyl-6-(2-(trifluoromethyl) benzo[d]thiazol-5-yl)-3,4-dihydropyridine-1(2H)-carboxylate CC1CN(C(=CC1)C=1C=CC2=C(N=C(S2)C(F)(F)F)C1)C(=O)OC(C)(C)C